BrC1=C(N=C(S1)N)C=1SC(=C(C1)Cl)Br 5-bromo-4-(5-bromo-4-chlorothiophene-2-yl)2-thiazolamine